3,7,11,15-tetramethylhexadeca-2,6,10,14-tetraenoate CC(=CC(=O)[O-])CCC=C(CCC=C(CCC=C(C)C)C)C